(RS)-4-chloro-N-[4-(1-ethyl-pyrrolidin-3-yl)-phenyl]-benzamide ClC1=CC=C(C(=O)NC2=CC=C(C=C2)[C@@H]2CN(CC2)CC)C=C1 |r|